S(=O)(=O)([O-])S(=O)[O-].[K+].CC1=C(C=2N(C=C1C1=C(C(=NN1)C=1SC(=CN1)C1CCN(CC1)C)C(C)C)N=CN2)C.[K+] 2-(5-(7,8-dimethyl-[1,2,4]triazolo[1,5-a]pyridin-6-yl)-4-isopropyl-1H-pyrazol-3-yl)-5-(1-methylpiperidin-4-yl)thiazole potassium r-metabisulfite